C(C)(=O)N1CC2(C1)CCN(CC2)C=2C=C1C(=NC(=NC1=CC2OC)C)N[C@H](C)C=2C(=C(C#N)C=CC2)C (R)-3-(1-((6-(2-acetyl-2,7-diazaspiro[3.5]nonan-7-yl)-7-methoxy-2-methylquinazolin-4-yl)amino)ethyl)-2-methylbenzonitrile